2-Chloro-6-(1-ethoxyvinyl)-7H-pyrano[2,3-d]pyrimidine-7-one ClC=1N=CC2=C(N1)OC(C(=C2)C(=C)OCC)=O